BrC1=CC=C2C(=N1)C(CC2)(O)CCCC=C 2-bromo-7-(pent-4-en-1-yl)-6,7-dihydro-5H-cyclopenta[b]pyridine-7-ol